NC1=NC=C(C2=C1C=NN2C2OCCCC2)NC(C(=O)C(C=2C=C(C=CC2)N(C(OC(C)(C)C)=O)C)(N)CC2=CC=CC=C2)=O tert-butyl N-[3-[[2-[(4-amino-1-tetrahydropyran-2-yl-pyrazolo[4,3-c]pyridin-7-yl)amino]-2-oxo-acetyl]-benzyl-amino methyl]phenyl]-N-methyl-carbamate